C(=O)(O)C1=C(C=C(C=C1)C1=CC(=C(C=C1)Cl)F)N1C(C2=CC=C(C=C2C1=O)C(=O)O)=O 2-(4-Carboxy-4'-chloro-3'-fluoro[1,1'-biphenyl]-3-yl)-1,3-dioxo-2,3-dihydro-1H-isoindole-5-carboxylic acid